ClC1=C(C=C(C=C1)F)N=C(N)C1=C(C=2N(N=C1)C=C(C2)C2=C(C1=C(OCO1)C=C2)C)N[C@@H]2CC[C@H](CC2)NC(OC(C)(C)C)=O tert-butyl N-[trans-4-[[3-[N'-(2-chloro-5-fluoro-phenyl)carbamimidoyl]-6-(4-methyl-1,3-benzodioxol-5-yl)pyrrolo[1,2-b]pyridazin-4-yl]amino]cyclohexyl]carbamate